4-((trans)-3-(4-cyanophenyl)cyclobutoxy)-1H-1,2,3-triazole C(#N)C1=CC=C(C=C1)[C@@H]1C[C@H](C1)OC=1N=NNC1